1-bromo-2-(3,4-diphenylcyclopent-1,3-dien-1-yl)benzene BrC1=C(C=CC=C1)C1=CC(=C(C1)C1=CC=CC=C1)C1=CC=CC=C1